C1C2CC3(CC(CC13)C2)NCC2=CC=C(CNC1=C3CN(C(C3=CC=C1)=O)C1C(NC(CC1)=O)=O)C=C2 3-(4-((4-(((hexahydro-2,5-methanopentalen-3a(1H)-yl)amino)methyl)benzyl)amino)-1-oxoisoindolin-2-yl)piperidine-2,6-dione